COS(=O)(=O)[O-].NC1=CC=C(C=2C(C3=CC=CC=C3C(C12)=O)=O)NCCC[N+]1(CCOCC1)C 4-(3-(4-amino-9,10-dioxo-9,10-dihydroanthracen-1-ylamino)propyl)-4-methyl-morpholin-4-ium methylsulfate